C(C1=CC=CC=C1)(C1=CC=CC=C1)N1CC(C1)N1CC2=CC=C(C=C2CC1)N(CCC)CCC 2-(1-benzhydryl-azetidin-3-yl)-N,N-dipropyl-1,2,3,4-tetrahydroisoquinolin-6-amine